(1S,9S)-5-chloro-9-ethyl-9-hydroxy-4-methyl-10,13-dioxo-2,3,9,10,13,15-hexahydro-1H,12H-benzo[de]pyrano[3',4':6,7]indolizino[1,2-b]quinoline ClC=1C(=C2C=3C(=C4C(=NC3C1)C1=CC3=C(C(N1C4)=O)COC([C@]3(O)CC)=O)CCC2)C